methyl (2R)-2-(benzyloxycarbonylamino)-3-(cyclopentoxy)propanoate C(C1=CC=CC=C1)OC(=O)N[C@@H](C(=O)OC)COC1CCCC1